N-(1-(4-bromopyridin-3-yl)pent-4-en-1-yl)-2-methylpropan-2-sulfinamide BrC1=C(C=NC=C1)C(CCC=C)NS(=O)C(C)(C)C